(S)-1-(difluoromethyl)-N-(3-(1-((1-methyl-1H-pyrazolo[3,4-b]pyrazin-6-yl)amino)ethyl)phenyl)-1H-pyrazole-3-carboxamide FC(N1N=C(C=C1)C(=O)NC1=CC(=CC=C1)[C@H](C)NC1=CN=C2C(=N1)N(N=C2)C)F